C(C)OCCNC(C1=CC=CC(=C1)F)=O N-(2-ethoxyethyl)-5-fluorobenzamide